FC=1C(=CC(=C(C1)N([C@@H]1CN(CC1)C(=O)OC(C)(C)C)C)C)S(N(C=1N=CSC1)CC1=CC=C(C=C1)OC)(=O)=O tert-butyl (S)-3-((5-fluoro-4-(N-(4-methoxybenzyl)-N-(thiazol-4-yl)sulfamoyl)-2-methylphenyl)(methyl)amino)pyrrolidine-1-carboxylate